5-methyl-4-hydroxy-3(2H)furanone CC1=C(C(CO1)=O)O